ClC1=NC(=C(C(=N1)C1=CC(=CC(=C1)OC)OC)C1=C(C=C(C=C1)F)Cl)C 2-chloro-5-(2-chloro-4-fluorophenyl)-4-(3,5-dimethoxyphenyl)-6-methylpyrimidine